FC(C1=NN=C(O1)C=1C=CC(=NC1)CN1C(SC2=C1C=CC(=C2)C=2C=NC=CC2)=O)F 3-((5-(5-(difluoromethyl)-1,3,4-oxadiazol-2-yl)pyridin-2-yl)methyl)-6-(pyridin-3-yl)benzo[d]thiazol-2(3H)-one